C(C)(C)(C)C1=CC=C(C=C1)N(C(=O)[C@@H]1N(CCC1)C#N)C(C(=O)N1CC(C1)(C)O)C=1C=NC=CC1 (2R)-N-(4-tert-butylphenyl)-1-cyano-N-[2-(3-hydroxy-3-methyl-azetidin-1-yl)-2-oxo-1-(3-pyridyl)ethyl]pyrrolidine-2-carboxamide